N1(CCCC1)[C@@H]1CNCC1 (S)-1,3'-bipyrrolidine